C1(CCCC1)NC1=NC=C(C(=N1)OC1=CC=CC=C1)C(=O)N[C@@H](C)\C=C\S(=O)(=O)C (S,E)-2-(cyclopentylamino)-N-(4-(methylsulfonyl)but-3-en-2-yl)-4-phenoxypyrimidine-5-carboxamide